N'-cyclopropyl-4-methyl-benzoyl-hydrazine C1(CC1)NNC(C1=CC=C(C=C1)C)=O